COC1=NC=C(C2=C1N=C(S2)NC(=O)C=2N=C(OC2)C)C2CCOCC2 2-Methyl-oxazole-4-carboxylic acid [4-methoxy-7-(tetrahydro-pyran-4-yl)-thiazolo[4,5-c]pyridin-2-yl]-amide